3-ethyladamantane C(C)C12CC3CC(CC(C1)C3)C2